2,6-dimethyl-1-cyclohexyl acrylate C(C=C)(=O)OC1C(CCCC1C)C